2-(2-(3,3-difluoroazetidin-1-yl)-6-methylpyridin-4-yl)-5-(4-iodo-2-(6-azaspiro[2.5]oct-6-yl)phenyl)-1,3,4-thiadiazole FC1(CN(C1)C1=NC(=CC(=C1)C=1SC(=NN1)C1=C(C=C(C=C1)I)N1CCC2(CC2)CC1)C)F